3-(3-cyano-2-(1-methyl-1H-pyrazol-4-yl)-1-tosyl-1H-pyrrolo[2,3-b]pyridin-4-yl)-3,8-diazabicyclo[3.2.1]octane-8-carboxylic acid tert-butyl ester C(C)(C)(C)OC(=O)N1C2CN(CC1CC2)C2=C1C(=NC=C2)N(C(=C1C#N)C=1C=NN(C1)C)S(=O)(=O)C1=CC=C(C)C=C1